6-chloro-5-(2,3-dichlorophenoxy)-3-(((3-fluoropyridin-2-yl)methyl)amino)-4H-benzo[e][1,2,4]thiadiazine 1,1-dioxide ClC=1C=CC2=C(NC(=NS2(=O)=O)NCC2=NC=CC=C2F)C1OC1=C(C(=CC=C1)Cl)Cl